methylenebis[2-[(2,4-dihydroxyphenyl)methyl]-6-methylphenol] C(C=1C(=C(C(=CC1)C)O)CC1=C(C=C(C=C1)O)O)C=1C(=C(C(=CC1)C)O)CC1=C(C=C(C=C1)O)O